2-(2-cyclopropylphenyl)-9-([4-[5-methyl-3-(trifluoromethyl)pyrazol-1-yl]phenyl]methyl)-7H-purin-8-one C1(CC1)C1=C(C=CC=C1)C1=NC=C2NC(N(C2=N1)CC1=CC=C(C=C1)N1N=C(C=C1C)C(F)(F)F)=O